2-(2-methoxyethyl)pyrazole-3-carboxamide COCCN1N=CC=C1C(=O)N